benzyl 3-(dimethylcarbamoyl)-3-methoxypyrrolidine-1-carboxylate CN(C(=O)C1(CN(CC1)C(=O)OCC1=CC=CC=C1)OC)C